CN1N=C(C=C1NC(C1=C(N=CC=C1)C(F)(F)F)=O)C(F)(F)F N-(1-methyl-3-(trifluoromethyl)-1H-pyrazol-5-yl)-2-(trifluoromethyl)nicotinamide